N[C@]1(CN(C[C@@H]1CCCB(O)O)CC1=CC=CC=C1)C(=O)O (3R,4S)-3-amino-1-benzyl-4-(3-boronopropyl)pyrrolidine-3-carboxylic acid